{1-[4-(4-ethoxy-thiazol-2-yl)-2,6-difluoro-phenyl]-piperidin-4-yl}Acetic Acid C(C)OC=1N=C(SC1)C1=CC(=C(C(=C1)F)N1CCC(CC1)CC(=O)O)F